ClC=1C=CC=C2C(C=C(OC12)C1=C(OC[C@@H]2C[C@H](C2)C(=O)O)C=CC=C1)=O Trans-3-[[2-(8-chloro-4-oxo-chromen-2-yl)phenoxy]methyl]cyclobutanecarboxylic acid